CC1(CC1)NS(=O)(=O)C1=CC(=C2C=CC(=NC2=C1)NC(=O)C12CC2C1)N1CCC2(CSC2)CC1 N-(7-(N-(1-methylcyclopropyl)sulfamoyl)-5-(2-thia-7-azaspiro[3.5]nonan-7-yl)quinolin-2-yl)bicyclo[1.1.0]butane-1-carboxamide